2-([1,1':3',1''-terphenyl]-5'-yl)-4-(4,4,5,5-tetramethyl-1,3,2-dioxaborolan-2-yl)pyridine C1(=CC=CC=C1)C1=CC(=CC(=C1)C1=NC=CC(=C1)B1OC(C(O1)(C)C)(C)C)C1=CC=CC=C1